N-(3-(3'-chloro-6-methoxy-5-((((5-oxopyrrolidin-2-yl)methyl)amino)methyl)-[2,4'-bipyridin]-2'-yl)-2-methylphenyl)-5-(((2-hydroxyethyl)amino)methyl)-1-methyl-1H-imidazole-2-carboxamide ClC=1C(=NC=CC1C1=NC(=C(C=C1)CNCC1NC(CC1)=O)OC)C=1C(=C(C=CC1)NC(=O)C=1N(C(=CN1)CNCCO)C)C